[Fe](=S)(=S)(=S)(=S)=S iron pentasulfide